C(C)S(=O)(=O)N1CC(NCC1)C(F)(F)F 4-ethylsulfonyl-2-(trifluoromethyl)piperazine